1-(3-bromo-5-(2-phenylpropane-2-yl)phenyl)-1H-benzo[d]imidazole BrC=1C=C(C=C(C1)C(C)(C)C1=CC=CC=C1)N1C=NC2=C1C=CC=C2